(5S,8R)-1-fluoro-N-(2,3,4-trifluorophenyl)-6,7,8,9-tetrahydro-5H-5,8-epiminocyclohepta[c]pyridine-10-carboxamide FC1=NC=CC2=C1C[C@H]1CC[C@@H]2N1C(=O)NC1=C(C(=C(C=C1)F)F)F